(R)-4-(5-((2,3-dihydro-1H-inden-1-yl)carbamoyl)thiophen-2-yl)-6-((2-(4-fluorophenyl)-1,3-dioxolan-2-yl)methyl)-2-isobutyl-5-(5-methyl-1,3,4-oxadiazol-2-yl)nicotinamide [C@H]1(CCC2=CC=CC=C12)NC(=O)C1=CC=C(S1)C1=C(C(=NC(=C1C(=O)N)CC(C)C)CC1(OCCO1)C1=CC=C(C=C1)F)C=1OC(=NN1)C